4-chloro-2-(2,3-dihydroxypropyl)-5-((R)-3-((6-(3,5-dimethylisoxazol-4-yl)pyrimidin-4-yl)oxy)pyrrolidin-1-yl)pyridazin-3(2H)-one ClC=1C(N(N=CC1N1C[C@@H](CC1)OC1=NC=NC(=C1)C=1C(=NOC1C)C)CC(CO)O)=O